FC1=C(C(=C(C(=C1F)F)F)F)B(OC(C)C)C1=CC(=CC(=C1)C(F)(F)F)C(F)(F)F (2,3,4,5,6-pentafluorophenyl)(3,5-bis(trifluoromethyl)phenyl)-(isopropoxy)borane